tert-butyl 2-(2-chloro-3'-(7-cyano-5-formylbenzo[d]oxazol-2-yl)-2'-methylbiphenyl-3-yl)-4,5-dihydro-2H-pyrazolo[3,4-c]pyridine-6(7H)-carboxylate ClC1=C(C=CC=C1N1N=C2CN(CCC2=C1)C(=O)OC(C)(C)C)C1=C(C(=CC=C1)C=1OC2=C(N1)C=C(C=C2C#N)C=O)C